ClC=1N=C(C2=C(N1)C(=C(N=C2)C2=CC=CC1=CC=C(C(=C21)C#C)F)F)N2C[C@H]1CC[C@@H](C2)N1C(=O)OC(C)(C)C tert-butyl (1R,5S)-3-(2-chloro-7-(8-ethynyl-7-fluoronaphthalen-1-yl)-8-fluoropyrido-[4,3-d]pyrimidin-4-yl)-3,8-diazabicyclo[3.2.1]octane-8-carboxylate